ClC=1C(=NC=C(C1)Cl)[C@H](C(F)(F)F)N[S@@](=O)C(C)(C)C (S)-N-((R)-1-(3,5-dichloropyridin-2-yl)-2,2,2-trifluoroethyl)-2-methylpropane-2-sulfinamide